8-[(2R)-2-[[4-(4-fluoro-2,6-dimethyl-phenyl)-7-quinolyl]oxy]propanoyl]-2,8-diazaspiro[4.5]decan-1-one FC1=CC(=C(C(=C1)C)C1=CC=NC2=CC(=CC=C12)O[C@@H](C(=O)N1CCC2(CCNC2=O)CC1)C)C